C(C)(C)(C)C(C(=O)O)CCCCCCCCCCCCCCCC(=O)O tert-butyl-octadecanedioic acid